NC=1SC(=CN1)CN1CCC(CC1)=CC(=O)NC1=CC=C(C=C1)OC 2-(1-((2-aminothiazol-5-yl)methyl)piperidin-4-ylidene)-N-(4-methoxyphenyl)acetamide